(S)-6-amino-7-(((tert-butyldimethylsilyl)oxy)methyl)-1-(1-phenylethyl)quinoxalin-2(1H)-one NC=1C=C2N=CC(N(C2=CC1CO[Si](C)(C)C(C)(C)C)[C@@H](C)C1=CC=CC=C1)=O